1-((4-((10H-benzo[b]pyrido[2,3-e][1,4]oxazin-4-yl)oxy)phenyl)carbamoyl)cyclopropane-1-carboxylic acid methyl ester COC(=O)C1(CC1)C(NC1=CC=C(C=C1)OC1=CC=NC=2NC3=C(OC21)C=CC=C3)=O